7-(4-nitrophenyl)-7-azaspiro[3.5]nonan-2-one [N+](=O)([O-])C1=CC=C(C=C1)N1CCC2(CC(C2)=O)CC1